C1(=CC=CC2=CC=CC=C12)C1=CC=C(C=C1)O 4-(1-naphthyl)phenol